ClC1=C(C(=CC(=C1)C)Cl)NC(=O)C=1C(=NC(=NC1)SC)C N-(2,6-dichloro-4-methyl-phenyl)-4-methyl-2-methylsulfanyl-pyrimidine-5-carboxamide